NC1=NC(=C2N=CN(C2=N1)[C@H]1C=C[C@H](C1)COP(=O)(OC1=CC=C(C=C1)Br)N[C@@H](C)C(=O)OC)OC Methyl ((((1S,4R)-4-(2-amino-6-methoxy-9H-purin-9-yl)cyclopent-2-en-1-yl)methoxy)(4-bromophenoxy)phosphoryl)-L-alaninate